6-(4-(3,4-Difluorophenyl)-2-methyl-1H-imidazol-5-yl)benzo[d]thiazole FC=1C=C(C=CC1F)C=1N=C(NC1C1=CC2=C(N=CS2)C=C1)C